3-CYCLOPROPOXY-6-FORMYL-N-METHYLPICOLINAMIDE C1(CC1)OC=1C(=NC(=CC1)C=O)C(=O)NC